Penta-fluoroethan FC(C(F)(F)F)F